BrC=1C=C(C(=NC1)Cl)OC(F)(F)F 5-bromo-2-chloro-3-(trifluoromethoxy)pyridine